Ethyl (2-amino-3-fluoro-4-(5-fluoroisoindolin-2-yl)phenyl)carbamate NC1=C(C=CC(=C1F)N1CC2=CC=C(C=C2C1)F)NC(OCC)=O